chromium tripicolinate N1=C(C=CC=C1)C(=O)[O-].N1=C(C=CC=C1)C(=O)[O-].N1=C(C=CC=C1)C(=O)[O-].[Cr+3]